CCCCCCCCCCCCCCCCCC(=O)O[C@H](COC(=O)CC/C=C\C/C=C\C/C=C\C/C=C\C/C=C\C/C=C\CC)COP(=O)([O-])OCC[N+](C)(C)C 1-(4Z,7Z,10Z,13Z,16Z,19Z-docosahexaenoyl)-2-octadecanoyl-glycero-3-phosphocholine